C1(CC1)S(=O)(=O)NC(=O)[C@H]1N(CC2=CC=C(C(=C2C1)COC1=CC=CC=C1)OC)C=1OC2=C(N1)C=CC(=C2)F (S)-N-(cyclopropylsulfonyl)-2-(6-fluoro-benzo[d]oxazol-2-yl)-6-methoxy-5-(phenoxymethyl)-1,2,3,4-tetrahydroisoquinoline-3-carboxamide